N1CC(C1)NC1=CC(=C(C(=C1)F)[C@H]1N([C@@H](CC2=C1NC1=CC=CC=C21)C)CC(CO)(F)F)F 3-((1R,3R)-1-(4-(azetidin-3-ylamino)-2,6-difluorophenyl)-3-methyl-1,3,4,9-tetrahydro-2H-pyrido[3,4-b]indol-2-yl)-2,2-difluoropropan-1-ol